N-((1s,3S)-3-(3,5-dimethylphenyl)cyclobutyl)-N-ethyl-6-oxo-7-oxa-5-azaspiro[3.4]octane-2-carboxamide CC=1C=C(C=C(C1)C)C1CC(C1)N(C(=O)C1CC2(C1)NC(OC2)=O)CC